CC(CC(=O)O)CCCCCCCCCCCCC(=O)O 3-methylhexdecandioic acid